CC1=CC=C(C=C1)S(=O)(=O)N1N=C(C=C1)C(=O)NCC1=CC=NO1 1-(4-methylbenzene-1-sulfonyl)-N-[(1,2-oxazol-5-yl)methyl]-1H-pyrazole-3-carboxamide